C[C@H]1COCCN1C1=CC2=C(S1)C1=C(C(C3=C2C(=C(C=C3)F)F)O)C=CC=C1 2-(((S)-3-methyl-morpholino))-4,5-difluoro-8H-dibenzo[3,4:6,7]cyclohepta[1,2-b]thiophen-8-ol